[Si](C)(C)(C(C)(C)C)O[C@H]1[C@@H](O[C@@H]([C@H]1O[Si](C)(C)C(C)(C)C)CSCC=1C(=NC=NC1C1=CC=CC=C1)C)N1C=CC2=C1N=CN=C2N 7-((2R,3R,4R,5S)-3,4-bis((tert-Butyldimethylsilyl)oxy)-5-((((4-methyl-6-phenylpyrimidin-5-yl)methyl)thio)methyl)tetrahydrofuran-2-yl)-7H-pyrrolo[2,3-d]pyrimidin-4-amine